C(CCC)C(C(=O)OCCCCCCC(OCC(COC(CCC(OC(NCCN1CCCC1)=O)C)=O)COC(CCC(OCCCC\C=C/CC)OCCCC\C=C/CC)=O)=O)CCCCCC 12-(((4,4-bis(((Z)-oct-5-en-1-yl)oxy)butanoyl)oxy)methyl)-6-methyl-4,9,15-trioxo-1-(pyrrolidin-1-yl)-5,10,14-trioxa-3-azahenicosan-21-yl 2-butyloctanoate